N-[5-(2,5-dichlorophenyl)-1H-indazol-3-yl]piperidine-3-carboxamide hydrochloride Cl.ClC1=C(C=C(C=C1)Cl)C=1C=C2C(=NNC2=CC1)NC(=O)C1CNCCC1